C(C(C)C)C(CO)(CO)CC(C)C 2,2-diisobutyl-1,3-propanediol